P(=O)(O)(O)O[C@](CC(=O)O)(C)CCO.C1(CCCCC1)C=1C=C(C=CC1O)C(C1=CC=C(C=C1)O)C1=CC(=C(C=C1)O)C1CCCCC1 bis(3-cyclohexyl-4-hydroxyphenyl)-4-hydroxyphenyl-methane Phosphonomevalonate